(2S)-2-[(3-acetoxy-4-methoxy-pyridine-2-carbonyl)amino]propionic acid [(1S)-1-[1-(1-naphthyl) cyclopropyl] ethyl] ester C1(=CC=CC2=CC=CC=C12)C1(CC1)[C@H](C)OC([C@H](C)NC(=O)C1=NC=CC(=C1OC(C)=O)OC)=O